NC1CC(C1)(C)NC(OCCCC)=O butyl (trans-3-amino-1-methylcyclobutyl)carbamate